CN(C1=CC(=NC2=CC=CC=C12)COC1=CC=C(C=C1)C1=NN(C=C1C1=CC=NC=C1)C)C Dimethyl-{2-[4-(1-methyl-4-pyridin-4-yl-1H-pyrazol-3-yl)-phenoxymethyl]-quinolin-4-yl}-amine